(±)-4-(3-(2,4-dioxotetrahydropyrimidin-1(2H)-yl)-1-methyl-1H-indazol-6-yl)-3,3-difluoropiperidine-1-carboxylic acid tert-butyl ester C(C)(C)(C)OC(=O)N1CC([C@H](CC1)C1=CC=C2C(=NN(C2=C1)C)N1C(NC(CC1)=O)=O)(F)F |r|